Methyl 3-(5-Acetylthiophen-2-yl)-3-(3-{[(4-Methylbenzyl) Oxy] Methyl}-4-Methylphenyl)-2-Methylpropanoate C(C)(=O)C1=CC=C(S1)C(C(C(=O)OC)C)C1=CC(=C(C=C1)C)COCC1=CC=C(C=C1)C